Methyl (4R)-4-{[(4S,7S,9aS)-4-[(2S)-2-{[(tertbutoxy)carbonyl](methyl)amino} propanamido]-8,8-dimethyl-5-oxo-octahydropyrrolo[2,1-b][1,3]thiazepin-7-yl]formamido}-4-phenylbutanoate C(C)(C)(C)OC(=O)N([C@H](C(=O)N[C@@H]1C(N2[C@@H](SCC1)CC([C@H]2C(=O)N[C@H](CCC(=O)OC)C2=CC=CC=C2)(C)C)=O)C)C